3,5-dicarboxypyridin C(=O)(O)C=1C=NC=C(C1)C(=O)O